7-fluoro-3-(methoxymethoxy)-8-[2-(triisopropylsilyl)ethynyl]naphthalen-1-ol FC1=CC=C2C=C(C=C(C2=C1C#C[Si](C(C)C)(C(C)C)C(C)C)O)OCOC